CN(CC(=O)[O-])P(=O)(OC[C@H]1N(C[C@@H]([C@H]([C@@H]1O)O)O)CCC)OC1=CC=CC=C1 Methyl(phenoxy(((2R,3R,4R,5S)-3,4,5-trihydroxy-1-propylpiperidin-2-yl)methoxy)phosphoryl)glycinate